3-(2-amino-ethyl)-aniline NCCC=1C=C(N)C=CC1